C(C)C1=NN2C(=NNC(C2=C1)=O)C(C)C 2-ethyl-7-isopropyl-5H-pyrazolo[1,5-d][1,2,4]triazin-4-one